Methyl 2-(1H-pyrrol-1-yl)-3-(3-(p-tolylsulfinyl)azetidin-1-yl)benzoate N1(C=CC=C1)C1=C(C(=O)OC)C=CC=C1N1CC(C1)S(=O)C1=CC=C(C=C1)C